9-[(3-cyanophenyl)methyl]-2-propyl-2,3,4,9-tetrahydro-1H-carbazole-8-carboxylic acid C(#N)C=1C=C(C=CC1)CN1C2=C(C=CC=C2C=2CCC(CC12)CCC)C(=O)O